5-(3,4-dimethylphenyl)-N-(1,1-dioxido-2,3-dihydrothiophen-3-yl)-3-hydroxypicolinamide CC=1C=C(C=CC1C)C=1C=C(C(=NC1)C(=O)NC1CS(C=C1)(=O)=O)O